NC1=C(C(=CC=C1)F)C=1C(=CC2=C(N(C(N=C2N2[C@H](CN([C@@H](C2)C)C(=O)[C@@H]2OC2)C)=O)C=2C(=NC=CC2C)C(C)C)N1)Cl 7-(2-amino-6-fluorophenyl)-6-chloro-4-((2S,5R)-2,5-dimethyl-4-((R)-oxirane-2-carbonyl)piperazin-1-yl)-1-(2-isopropyl-4-methylpyridin-3-yl)pyrido[2,3-d]pyrimidin-2(1H)-one